COC1=C(C=CC=C1)P(N(P(C1=CC=C(C=C1)[Si](CCCC)(CCCC)CCCC)C1=CC=C(C=C1)[Si](CCCC)(CCCC)CCCC)CCCC)C1=C(C=CC=C1)OC N-(bis(2-methoxyphenyl)phosphaneyl)-N-butyl-1,1-bis(4-(tributylsilyl)phenyl)phosphanamine